COC(C[C@@H](C[C@@H](\C=C\C=1C(=NC2=CC=CC=C2C1C1=CC=C(C=C1)F)C1CC1)O)O)=O (3R,5S,6E)-7-[2-cyclopropyl-4-(4-fluorophenyl)-3-quinolyl]-3,5-dihydroxy-6-heptenoic acid methyl ester